(S)-3-((5-nitropyridin-2-yl)amino)propane-1,2-diol [N+](=O)([O-])C=1C=CC(=NC1)NC[C@@H](CO)O